2-(methoxymethyl)-N7-(5,6,7,8-tetrahydroimidazo[1,5-a]pyridin-6-yl)pyrazolo[1,5-a]pyrimidine-3,7-dicarboxamide COCC1=NN2C(N=CC=C2C(=O)NC2CCC=3N(C2)C=NC3)=C1C(=O)N